(S)-2-(chloromethyl)-5-(6-methylpyridazin-3-yl)-1-(oxetan-2-ylmethyl)-1H-benzo[d]imidazole ClCC1=NC2=C(N1C[C@H]1OCC1)C=CC(=C2)C=2N=NC(=CC2)C